FC=1C=C2C(=NN(C2=C(C1C1CCN(CC1)C[C@H]1[C@H](CNCC1)F)F)C)C1C(NC(CC1)=O)=O 3-(5,7-difluoro-6-(1-(((3R,4S)-3-fluoropiperidin-4-yl)methyl)piperidin-4-yl)-1-methyl-1H-indazol-3-yl)piperidine-2,6-dione